COC1=CC=C2C=3C=CN=C(C3N(C2=C1)CCCN1C(C=2C(C1=O)=CC=CC2)=O)C N-(3-(7-Methoxy-1-methyl-β-carbolin-9-yl)propyl)phthalimide